ClC1=C(C=CC=C1F)C1N=C(NC(=C1C(=O)OC)[C@@H]1CC[C@@H](CC1)S(NC)(=O)=O)C=1SC=CN1 (cis)-methyl 4-(2-chloro-3-fluorophenyl)-6-(4-(N-methylsulfamoyl)cyclohexyl)-2-(thiazol-2-yl)-1,4-dihydropyrimidine-5-carboxylate